N-(tert-butyl)pyrrolidin-3-amine C(C)(C)(C)NC1CNCC1